2,3-dihydro-5H,10aH-benzo[e]thiazolo[2,3-b][1,3]oxazin-5-one S1CCN2C1OC1=C(C2=O)C=CC=C1